C1=CC=CC=2C3=CC=CC=C3C(C12)COC(=O)N1[C@@H](C[C@@H](C1)NC(C1=CC(=CC(=C1)OCCCS(=O)(=O)O)OCCCS(=O)(=O)O)=O)C(=O)O (2S,4S)-1-((9H-fluoren-9-ylmethoxy)carbonyl)-4-(3,5-bis(3-sulfopropoxy)benzamido)pyrrolidine-2-carboxylic acid